NC1=C2C(=NC=N1)N(N=C2C2=CC=C(C=C2)OC2=CC=CC=C2)[C@H]2CN(CC2)S(=O)(=O)C2=C(C(=C(C(=C2Br)F)F)F)O (R)-2-((3-(4-amino-3-(4-phenoxyphenyl)-1H-pyrazolo[3,4-d]pyrimidin-1-yl)pyrrolidin-1-yl)sulfonyl)-3-bromo-4,5,6-trifluorophenol